(cis)-4-(benzylamino)-3-fluoropiperidine-1-carboxylic acid tert-butyl ester C(C)(C)(C)OC(=O)N1C[C@H]([C@H](CC1)NCC1=CC=CC=C1)F